FC(COC1=CC=CC(=N1)N1C[C@@H](CCC1)NC(OC(C)(C)C)=O)(F)F (R)-tert-butyl (1-(6-(2,2,2-trifluoroethoxy)pyridin-2-yl)piperidin-3-yl)carbamate